ClC=1C=C2C(=NC1)N(C(C21CNC1)=O)CC1=CC=C(C=C1)OC 5'-Chloro-1'-(4-methoxybenzyl)spiro[azetidine-3,3'-pyrrolo[2,3-b]pyridin]-2'(1'H)-one